methyl 1-(2,2,2-trifluoroethyl)-1H-pyrrolo[2,3-b]pyridine-4-carboxylate FC(CN1C=CC2=C1N=CC=C2C(=O)OC)(F)F